NC1=CC=C(C=C1)N1CC(CS(C2=C1C=C(C(=C2)O\C=C(\C(=O)OC)/F)SC)(=O)=O)(CC)CC methyl (Z)-3-((5-(4-aminophenyl)-3,3-diethyl-7-(methylthio)-1,1-dioxido-2,3,4,5-tetrahydro-1,5-benzothiazepin-8-yl)oxy)-2-fluoroacrylate